S(=O)(=O)(C)P([O-])([O-])=O mesyl-phosphonate